5-(4-(allyloxy)-3-methoxyphenyl)-2,2-dimethyl-2,3,5,6-tetrahydrobenzo[a]phenanthridin-4(1H)-one C(C=C)OC1=C(C=C(C=C1)C1NC=2C=CC3=C(C2C=2CC(CC(C12)=O)(C)C)C=CC=C3)OC